2-chloro-6-(4-methanesulfonylphenyl)pyridine ClC1=NC(=CC=C1)C1=CC=C(C=C1)S(=O)(=O)C